C(C)(C)(C)OC(=O)N([C@@H]1CN(CC12CC2)C=2N=CC(=NC2)C(=O)O)C (S)-5-(7-((tert-butoxycarbonyl)(methyl)amino)-5-azaspiro[2.4]heptan-5-yl)pyrazine-2-carboxylic acid